1-Benzyl-5-bromo-6-methoxy-1H-pyrazolo[3,4-b]pyridine C(C1=CC=CC=C1)N1N=CC=2C1=NC(=C(C2)Br)OC